C(CCCCCCC)NCCCCCCCC.FC(CCC)S(=O)(=O)O 1-fluoro-1-butanesulfonic acid di-n-octylamine salt